CC(C)(C)C=1C=C(C=C(C1O)C(C)(C)C)CP(OCC)(OCC)=O diethyl [{3,5-bis(1,1-dimethylethyl)-4-hydroxyphenyl}methyl]phosphonate